N=1N=C(NC1)COC1=C(C=C(C=C1OC)C1=CC(=CC=2N(C(N(C21)C)=O)CC(=O)NC2=CC=C(C=C2)F)Cl)F 2-(4-(4-((4H-1,2,4-triazol-3-yl)methoxy)-3-fluoro-5-methoxyphenyl)-6-chloro-3-methyl-2-oxo-2,3-dihydro-1H-benzo[d]imidazol-1-yl)-N-(4-fluorophenyl)acetamide